diethyl ((3-bromo-5-(2-methyl-1H-imidazol-5-yl)-7-(4,4,4-trifluorobutoxy)benzo[b]thiophen-2-yl)difluoromethyl)phosphonate BrC=1C2=C(SC1C(F)(F)P(OCC)(OCC)=O)C(=CC(=C2)C2=CN=C(N2)C)OCCCC(F)(F)F